C(C(=C)C)(=O)O.CC1=CC=2C=CC=CC2C=2C3=C(SC21)C=2C=CC=CC2C=C3 6-methyldinaphthothiophene methacrylate